C(C1=CC=CC=C1)OC(=O)NC(C(=O)O)CC1(CCC1)C 2-(benzyloxycarbonylamino)-3-(1-methylcyclobutyl)propanoic acid